C(CC)(=O)OC(C(=O)OC(C)C(C)C)(C)C 3-Methylbutan-2-Yl α-Propanoyloxyisobutyrate